5-bromopyrrole-2-carboxylic acid BrC1=CC=C(N1)C(=O)O